N-(dichlorobenzyl)hexamethyldisilazane ClC(C1=CC=CC=C1)(N([Si](C)(C)C)[Si](C)(C)C)Cl